(20S)-20-hydroxymethyl-pregn-4-en-3-one OC[C@@H](C)[C@H]1CC[C@H]2[C@@H]3CCC4=CC(CC[C@]4(C)[C@H]3CC[C@]12C)=O